C12C(C3CC(CC(C1)C3)C2)NC(CSC2=NC(NC=C2)=O)=O N-(adamantan-2-yl)-2-((2-oxo-1,2-dihydropyrimidin-4-yl)thio)acetamide